COC(=O)[C@H]1N(C[C@@H](C1)C1CCCC1)C(CNC(C1=CC=C(C=C1)OC1=CC=CC=C1)=O)=O (2S,4S)-4-cyclopentyl-1-((4-phenoxybenzoyl)glycyl)pyrrolidine-2-carboxylic acid methyl ester